ClC1=C(C=C(C=C1)N1CC2=C(C(C1)(C)C)N=C(N2C)C(=O)N2C(CN(CC2)C2=CC=C(C=N2)CC(=O)OC)(C)C)F methyl 2-(6-(4-(5-(4-chloro-3-fluorophenyl)-3,7,7-trimethyl-4,5,6,7-tetrahydro-3H-imidazo[4,5-c]pyridine-2-carbonyl)-3,3-dimethylpiperazin-1-yl)pyridin-3-yl)acetate